8-methoxy-2-(3-methyl-4-((4-methylpentyl)oxy)phenyl)-7-(naphthalen-1-ylmethyl)-5-oxo-thiazolo[3,2-a]pyridine-3-carboxylic acid 1H-imidazole-1-ium salt [NH2+]1C=NC=C1.COC1=C2N(C(C=C1CC1=CC=CC3=CC=CC=C13)=O)C(=C(S2)C2=CC(=C(C=C2)OCCCC(C)C)C)C(=O)[O-]